S1C(=CC=C1)/C=C/C1=CC=NN1 (E)-5-(2-(thiophen-2-yl)vinyl)-1H-pyrazole